FC=1C=CC2=C(C3=C(SC(=C3)C3=CSC=C3)C3=C(C2=O)C=CC(=C3)N3CCCC3)C1 5-fluoro-11-(pyrrolidin-1-yl)-2-(thiophen-3-yl)-8H-dibenzo[3,4:6,7]cyclohepta[1,2-b]thiophen-8-one